tert-butyl 4-(4-(5-cyanopyridin-2-yl)piperazine-1-carbonyl)-3,3-difluoropyrrolidine-1-carboxylate C(#N)C=1C=CC(=NC1)N1CCN(CC1)C(=O)C1C(CN(C1)C(=O)OC(C)(C)C)(F)F